6-bromo-2-((S)-1-((R)-4,6-dimethyl-1,4-diazepan-1-yl)butyl)-3-ethyl-7-fluoroquinazolin BrC1=CC2=CN(C(N=C2C=C1F)[C@H](CCC)N1CCN(C[C@H](C1)C)C)CC